(2-((1-cyclopropyl-1H-pyrazol-4-yl)amino)-5-methylpyrimidin-4-yl)-2-fluorophenol C1(CC1)N1N=CC(=C1)NC1=NC=C(C(=N1)C=1C(=C(C=CC1)O)F)C